NCCCCN(CCCCN)CCCCN tris(4-aminobutyl)amine